ClCCOCCN=C=O 2-(2-Chloroethoxy)ethylisocyanat